C1(CC1)C#CC=1N=NC(=CC1[C@@H]1[C@H](C1)CF)C=1C(=NC(=NC1)OC)OC 3-(cyclopropylethynyl)-6-(2,4-dimethoxypyrimidin-5-yl)-4-((1S,2S)-2-(fluoromethyl)cyclopropyl)pyridazine